C(CCC)(=O)OC=1C=C2C(=CNC2=CC1)CCN(C)C1CC1 3-(2-(cyclopropyl (methyl) amino) ethyl)-1H-indol-5-yl butyrate